[K+].FC(C(C(C(F)(F)F)(F)F)(F)F)(S(=O)(=O)[O-])F perfluoro-n-butylsulfonic acid, potassium salt